3-methyl-4-(trifluoromethyl)-3,4-dihydro-quinazolin-2(1H)-one CN1C(NC2=CC=CC=C2C1C(F)(F)F)=O